2-{8-[(2-cyano-2-methylideneethyl)amino]naphthalen-2-yl}-N-(1-methylpiperidin-4-yl)pyrimidine-4-carboxamide C(#N)C(CNC=1C=CC=C2C=CC(=CC12)C1=NC=CC(=N1)C(=O)NC1CCN(CC1)C)=C